(1R,3s,5S)-8-(5-(5-fluoro-2-methoxypyridin-4-yl)-1H-pyrazole-3-carbonyl)-N-((1s,4S)-4-methoxy-4-(trifluoromethyl)cyclohexyl)-8-azabicyclo[3.2.1]octane-3-carboxamide FC=1C(=CC(=NC1)OC)C1=CC(=NN1)C(=O)N1[C@H]2CC(C[C@@H]1CC2)C(=O)NC2CCC(CC2)(C(F)(F)F)OC